4,5-Bis(4-fluorophenyl)-2-methyloxazole FC1=CC=C(C=C1)C=1N=C(OC1C1=CC=C(C=C1)F)C